1-[4-(N-2-methoxybenzoylsulphamoyl)phenyl]-3,3-dimethylurea COC1=C(C(=O)NS(=O)(=O)C2=CC=C(C=C2)NC(=O)N(C)C)C=CC=C1